2-[(4S)-4-amino-2-oxa-8-azaspiro[4.5]decan-8-yl]-5-(2-ethyl-7-fluoro-2H-indazol-6-yl)-3-methyl-3H,4H,7H-pyrrolo[2,3-d]pyrimidin-4-one N[C@@H]1COCC12CCN(CC2)C=2N(C(C1=C(N2)NC=C1C=1C=CC2=CN(N=C2C1F)CC)=O)C